BENZOPYRANONE C1=CC=C2C(=C1)C=CC(=O)O2